4-((2-Chloro-4-(isoindolin-2-ylmethyl)phenoxy)methyl)-N,N-dimethyl-benzamide ClC1=C(OCC2=CC=C(C(=O)N(C)C)C=C2)C=CC(=C1)CN1CC2=CC=CC=C2C1